C1=CC(=CC=C1CCCCCCCCCCCCCCCCC(=O)O)O The molecule is a monocarboxylic acid that is heptadecanoic acid in which one of the terminal methyl hydrogens is replaced by a 4-hydroxyphenyl group. It is a monocarboxylic acid and a member of phenols. It is a conjugate acid of a 17-(4-hydroxyphenyl)heptadecanoate.